CC1C(C(CCC1)(C(=O)[O-])CC)(C1CC2C(CC1)O2)CC2CC1C(CC2)O1 methyl-3,4-epoxycyclohexylmethyl-3,4-epoxycyclohexyl-ethylcyclohexyl-carboxylate